[Sn].[Nb].[Ta] tantalum niobium tin